5-borono-2-[1-[2-(4,4-dimethyl-1-piperidinyl)-6-methyl-4-oxo-chromen-8-yl]ethylamino]benzoic acid B(O)(O)C=1C=CC(=C(C(=O)O)C1)NC(C)C=1C=C(C=C2C(C=C(OC12)N1CCC(CC1)(C)C)=O)C